CC1=C(C2=CC3=NC(=CC4=C(C(=C([N-]4)C=C5C(=C(C(=N5)C=C1[N-]2)C)C=C)C)C=C)[C@]([C@]3(CCC(=O)O)O)(C)O)CCC(=O)O.[Fe] The molecule is a metallochlorin that is ferroheme b which is cis-dihydroxylated at positions 5 and 6. It has a role as a cofactor. It is a dicarboxylic acid, a ferroheme, a metallochlorin, a tertiary alcohol and a diol. It derives from a ferroheme b. It is a conjugate acid of a heme d cis-diol(2-).